CC(C)OS(=O)(=O)CC Ethane-1-sulfonic acid propan-2-yl ester